2-chloro-N-[2-(1H-indol-3-yl)ethyl]-8-(oxetan-3-yl)-6,7-dihydropyrimido(5,4-b)[1,4]oxazin-4-amine ClC=1N=C(C=2OCCN(C2N1)C1COC1)NCCC1=CNC2=CC=CC=C12